Cl.N[C@H](C=1N=C2N(N=CC(=C2)[C@@H](C2CC2)NC(OCC2C3=CC=CC=C3C=3C=CC=CC23)=O)C1)C1CCC(CC1)(F)F (9H-fluoren-9-yl)methyl ((R)-(2-((S)-amino(4,4-difluorocyclohexyl)methyl)imidazo[1,2-b]pyridazin-7-yl)(cyclopropyl)methyl)carbamate hydrochloride